ethyl 2-[(4-chlorophenyl)methylamino]-6-(5,6-dimethoxybenzimidazol-1-yl)pyridine-3-carboxylate ClC1=CC=C(C=C1)CNC1=NC(=CC=C1C(=O)OCC)N1C=NC2=C1C=C(C(=C2)OC)OC